1-(2-(tert-butoxy)-2-oxoethoxy)cyclopropane-1-carboxylic acid C(C)(C)(C)OC(COC1(CC1)C(=O)O)=O